CCC(CCCCCC)OC(CCCCCCCCN(CCCNC(=O)C=1C=C(C(=O)O)C=C(C1)C(NCCCN(CCCCCCCCC(OC(CC)CCCCCC)=O)CCCCCCCCC(OC(CC)CCCCCC)=O)=O)CCCCCCCCC(OC(CC)CCCCCC)=O)=O 3,5-bis((3-(bis(9-(nonan-3-yloxy)-9-oxononyl)amino)propyl)carbamoyl)benzoic acid